((E)-(9-(3-chlorobenzyl)-β-carbolin-3-yl)methylenehydrazino)indol-2-one ClC=1C=C(CN2C3=CC=CC=C3C=3C=C(N=CC23)\C=N\NC=2C(N=C3C=CC=CC23)=O)C=CC1